3,5-dimethyl-4-(4,4,5,5-tetramethyl-1,3,2-dioxaborolan-2-yl)benzonitrile CC=1C=C(C#N)C=C(C1B1OC(C(O1)(C)C)(C)C)C